succinimidyl 3-fluoro-4-(4,4,5,5-tetramethyl-1,3,2-dioxaborolan-2-yl)benzoate FC=1C=C(C(=O)ON2C(CCC2=O)=O)C=CC1B1OC(C(O1)(C)C)(C)C